FC1=C(C=CC(=C1)CCCCC)C1=CC=C(C=C1)C1=CC=C(C=C1)CCC fluoro-4-pentyl-4''-propyl-1,1':4',1''-terphenyl